BrC=1N(C(=NN1)SCC(=O)O)C1=CC=C(C2=CC=CC=C12)C1CC1 2-(5-bromo-4-(4-cyclopropylnaphthalen-1-yl)-4H-1,2,4-triazol-3-ylthio)acetic acid